FC1=C(C(=CC(=C1)C#CC1=CC=CC=C1)F)N1C=2N(C(C1=O)(C)C)C=CN2 1-(2,6-difluoro-4-(phenylethynyl)phenyl)-3,3-dimethyl-1H-imidazo[1,2-a]imidazol-2(3H)-one